ClC1=CC(=C(C=C1)C=1C=2N(N=C(C1)[C@@H]1C[C@@H](OCC1)C1=CN(C(C=C1)=O)CC)C(C(=C(N2)C)C)=O)F 9-(4-chloro-2-fluoro-phenyl)-7-[(2R,4S)-2-(1-ethyl-6-keto-3-pyridyl)tetrahydropyran-4-yl]-2,3-dimethyl-pyrimido[1,2-b]pyridazin-4-one